8-(3-(3-cyclopropyl-1H-indazol-5-yl)imidazo[1,2-b]pyridazin-6-yl)-2,8-diazaspiro[4.5]decane C1(CC1)C1=NNC2=CC=C(C=C12)C1=CN=C2N1N=C(C=C2)N2CCC1(CCNC1)CC2